spiro[2.3]hexane-1-carboxylic acid C1(CC12CCC2)C(=O)O